2-amino-4-(trifluoromethoxy)benzonitrile NC1=C(C#N)C=CC(=C1)OC(F)(F)F